N(CCC(=O)OCC(CCCC)CC)CCC(=O)OCCCCCCCC octyl (2-ethylhexyl) iminodipropionate